(E)-3-(1H-1,2,4-triazol-1-yl)acrylic acid N1(N=CN=C1)/C=C/C(=O)O